C[C@@H](C(=O)OC)CCC[C@@H](CCC[C@H](CCC)C)C (2R,6R,10S)-Methyl 2,6,10-trimethyltridecanoate